4-OXO-2-PYRROLIDIN-1-YL-4H-PYRIDO[1,2-A]PYRIMIDINE-3-CARBALDEHYDE O=C1C(=C(N=C2N1C=CC=C2)N2CCCC2)C=O